(R)-3-(3-chloro-5-fluorophenyl)-N-methyl-5-oxo-5-(piperidin-1-yl)pentanamide ClC=1C=C(C=C(C1)F)[C@H](CC(=O)NC)CC(N1CCCCC1)=O